NC1=C(C=C(N=N1)C1=C(C=CC=C1)O)N1CC2CCC(C1)N2C2=CC(=NC=C2)C#CC2NCCC2 2-(6-amino-5-(8-(2-(pyrrolidin-2-ylethynyl)pyridin-4-yl)-3,8-diazabicyclo[3.2.1]octan-3-yl)pyridazin-3-yl)phenol